(2S)-2-methyl-4-oxo-piperidine-1-carboxylic acid tert-butyl ester C(C)(C)(C)OC(=O)N1[C@H](CC(CC1)=O)C